(R)-N-(3-(1-((2-Amino-5-chloropyridin-3-yl)oxy)ethyl)phenyl)-2-chloro-5-methylbenzamid NC1=NC=C(C=C1O[C@H](C)C=1C=C(C=CC1)NC(C1=C(C=CC(=C1)C)Cl)=O)Cl